N-[(3R,4R,5R,6R)-2-{2-[2-(2-azidoethoxy)ethoxy]ethoxy}-4,5-dihydroxy-6-(hydroxymethyl)oxan-3-yl]acetamide N(=[N+]=[N-])CCOCCOCCOC1O[C@@H]([C@@H]([C@@H]([C@H]1NC(C)=O)O)O)CO